Hexadecyl (2S)-2-(((((2R,3S,5R)-5-(6-amino-2-fluoro-9H-purin-9-yl)-2-ethynyl-3-hydroxytetra-hydrofuran-2-yl)methoxy)-(phenoxy)phosphoryl)-amino)-3-(3,5-difluoro-phenyl)propanoate NC1=C2N=CN(C2=NC(=N1)F)[C@H]1C[C@@H]([C@@](O1)(C#C)COP(=O)(OC1=CC=CC=C1)N[C@H](C(=O)OCCCCCCCCCCCCCCCC)CC1=CC(=CC(=C1)F)F)O